N-tert-butyl-2-[[2-(pyridin-2-yl)-5,6,7,8-tetrahydroquinazolin-4-yl]amino]acetamide C(C)(C)(C)NC(CNC1=NC(=NC=2CCCCC12)C1=NC=CC=C1)=O